FC(S(=O)(=O)OC1=CCCCN1C(=O)OC(C)(C)C)(F)F Tert-butyl 6-{[(trifluoromethyl) sulfonyl] oxy}-3,4-dihydropyridine-1(2H)-carboxylate